N-(2-(N,N-bis(2,4-dimethoxybenzyl)sulfamoyl)pyridin-4-yl)-6-(cyclopropylmethyl)-2-(4,4-difluoroazepan-1-yl)nicotinamide COC1=C(CN(S(=O)(=O)C2=NC=CC(=C2)NC(C2=C(N=C(C=C2)CC2CC2)N2CCC(CCC2)(F)F)=O)CC2=C(C=C(C=C2)OC)OC)C=CC(=C1)OC